C(C1=CC=CC=C1)OC1=C(N2C(C3=CC(=CC=C13)C1=CC(=CC(=C1)Cl)Cl)=NC=N2)C(=O)OC Methyl 6-(benzyloxy)-9-(3,5-dichlorophenyl)-[1,2,4]triazolo[5,1-a]isoquinoline-5-carboxylate